(6S,9R)-N-(4-Benzamido-5-chloro-2-fluorophenyl)-3-oxo-3,5,6,7,8,9-hexahydro-2H-6,9-epiminocyclohepta[c]pyridazine-10-carboxamide C(C1=CC=CC=C1)(=O)NC1=CC(=C(C=C1Cl)NC(=O)N1[C@@H]2CC=3C(=NNC(C3)=O)[C@H]1CC2)F